7-chloro-6-fluoro-4-hydroxy-1-(4-isopropyl-6-methylpyrimidin-5-yl)-3-nitro-1,8-naphthyridin-2(1H)-one ClC1=C(C=C2C(=C(C(N(C2=N1)C=1C(=NC=NC1C)C(C)C)=O)[N+](=O)[O-])O)F